C(C)(C)(C)N1CC(C(CC1)C1=NC2=C(N1CC(F)(F)F)C=C(C=C2C(=O)N)C#CCNC2=C(C=C(C=C2)C(NC)=O)OC)C [1-tert-butyl-3-methyl-4-piperidyl]-6-[3-[2-methoxy-4-(methylcarbamoyl)anilino]prop-1-ynyl]-1-(2,2,2-trifluoroethyl)benzimidazole-4-carboxamide